N[C@@H](CC(=O)O)C(=O)O.N1=CN=C2NC=NC2=C1N1C[C@@H](CCC1)NC(C=C)=O (R)-N-(1-(9H-purin-6-yl)piperidin-3-yl)acrylamide L-aspartate